C=NC=1NC(C=2NC([C@@H](NC2N1)C)[C@@H](C)NC1=CC=C(C[C@@H]([C@@H]([C@@H](CO[C@H]2O[C@H](COP(O[C@@H](CCC(O)=O)C(O)=O)(O)=O)[C@H]([C@H]2O)O)O)O)O)C=C1)=O Methylene-tetrahydromethanopterin